C1(=CC=C(C=C1)[C@@]1(CC[C@@]2([C@H]3CC[C@@]4([C@H](CC[C@H]4[C@@H]3CC[C@@H]2C1)C(=O)OC)C)C)O)C1=CC=CC=C1 methyl (3S,5R,8R,9S,10S,13S,14S,17S)-3-([1,1'-biphenyl]-4-yl)-3-hydroxy-10,13-dimethylhexadecahydro-1H-cyclopenta[a]phenanthrene-17-carboxylate